N-(1-bromoisoquinolin-3-yl)-2-chloroacetamide BrC1=NC(=CC2=CC=CC=C12)NC(CCl)=O